(3-propyl)bis(3-propoxy)silane CCC[SiH](OCCC)OCCC